8-((R)-1-((2-((R)-3-((tert-butyldimethylsilyl)oxy)piperidin-1-yl)-4-fluorophenyl)amino)ethyl)-3,6-dimethyl-2-morpholinoquinazolin-4(3H)-one [Si](C)(C)(C(C)(C)C)O[C@H]1CN(CCC1)C1=C(C=CC(=C1)F)N[C@H](C)C=1C=C(C=C2C(N(C(=NC12)N1CCOCC1)C)=O)C